CC1COC2(N(C1=O)C1=CC=CC=C1)C=C(C(C=C2)=O)C 3,8-dimethyl-5-phenyl-1-oxa-5-azaspiro[5.5]undec-7,10-diene-4,9-dione